N-(2-((2-amino-1,5-naphthyridin-4-yl)amino)-2-methylhexyl)acetamide NC1=NC2=CC=CN=C2C(=C1)NC(CNC(C)=O)(CCCC)C